2-[(oxan-2-yl)oxy]ethan-1-amine O1C(CCCC1)OCCN